aluminum magnesium silicon aluminum [Al].[Si].[Mg].[Al]